CC1=CC2CC1C3C2C(=O)OC3=O methylbicyclo[2.2.1]hept-5-ene-2,3-dicarboxylic anhydride